methyl 2-amino-3-methylbenzoate NC1=C(C(=O)OC)C=CC=C1C